Nickel silver zinc [Zn].[Ag].[Ni]